N-methoxy-N-methyl-3alpha-hydroxy-6alpha-ethyl-7-keto-5beta-cholan-24-amid CON(C(CC[C@@H](C)[C@H]1CC[C@H]2[C@@H]3C([C@@H]([C@@H]4C[C@@H](CC[C@]4(C)[C@H]3CC[C@]12C)O)CC)=O)=O)C